5-[(1R)-1-(3,5-dichloro-2-methyl-4-pyridyl)ethoxy]-3-[5-fluoro-6-(2-methylsulfonyl-2,6-diazaspiro[3.3]heptan-6-yl)-3-pyridyl]-1H-indazole ClC=1C(=NC=C(C1[C@@H](C)OC=1C=C2C(=NNC2=CC1)C=1C=NC(=C(C1)F)N1CC2(CN(C2)S(=O)(=O)C)C1)Cl)C